CN1N=C(C=C1C)NC1=NC=C(C(=N1)C1=CNC2=C(C=CC=C12)N1C(C2=CC=CC(=C2C1)/C=C/C(=O)NCCOC)=O)C (E)-3-(2-(3-(2-((1,5-dimethyl-1H-pyrazol-3-yl)amino)-5-methylpyrimidin-4-yl)-1H-indol-7-yl)-1-oxoisoindolin-4-yl)-N-(2-methoxyethyl)acrylamide